ClC1=C(C=C(C=C1)F)[C@H]1C=2N(CC(N1)=O)C(=NC2NC(C2=CC(=CC(=C2)C(F)(F)F)F)=O)C(=O)OCC ethyl (S)-8-(2-chloro-5-fluorophenyl)-1-(3-fluoro-5-(trifluoromethyl)benzamido)-6-oxo-5,6,7,8-tetrahydroimidazo[1,5-a]pyrazine-3-carboxylate